1-(Dimethylamino)-2-[2-phenoxy-5-(3-phenylureido)phenoxy]-1-ethanone tert-butyl-((5-carbamimidoyl-1H-pyrrolo[3,2-b]pyridin-2-yl)methyl)(methyl)carbamate acetate C(C)(=O)O.C(C)(C)(C)OC(N(C)CC1=CC2=NC(=CC=C2N1)C(N)=N)=O.CN(C(COC1=C(C=CC(=C1)NC(=O)NC1=CC=CC=C1)OC1=CC=CC=C1)=O)C